C1(CCC1)OC1=CC=CC(=N1)C1=CC(=C(C(=C1)F)CCCCC(=O)O)F 5-[4-(6-cyclobutoxy-2-pyridinyl)-2,6-difluoro-phenyl]pentanoic acid